5-(5-{[(1S,2S,3R)-2-fluoro-8-azabicyclo[3.2.1]octan-3-yl](methyl)amino}pyrazin-2-yl)-1-methyl-1H-indol-4-ol F[C@H]1[C@@H]2CCC(C[C@H]1N(C=1N=CC(=NC1)C1=C(C=3C=CN(C3C=C1)C)O)C)N2